NC1=NC=CC2=C(C=CC=C12)C1=CC(=C2CCC(C2=C1)OC1=C(C=CC=C1)CC(=O)O)C1CC1 2-(2-((6-(1-aminoisoquinolin-5-yl)-4-cyclopropyl-2,3-dihydro-1H-inden-1-yl)oxy)phenyl)acetic acid